[Fe].C(CCCCCCCCCCCCCCC)#N palmitonitrile iron